BrC=1N=C2C(=NC1)N(C=C2C)C(=O)OC(C)(C)C tert-butyl 2-bromo-7-methyl-5H-pyrrolo[2,3-b]pyrazine-5-carboxylate